4-(2-cyanopropan-2-yl)-N-(4-fluoro-3-(7-(methylamino)-1,6-naphthyridin-3-yl)phenyl)picolinamide C(#N)C(C)(C)C1=CC(=NC=C1)C(=O)NC1=CC(=C(C=C1)F)C=1C=NC2=CC(=NC=C2C1)NC